ClC1=C(C=CC(=C1)F)NC1=NC=C(C(=N1)N1N=CC(=C1)NC(=O)N[C@H](CO)C1=CC(=CC=C1)Cl)C (S)-1-(1-(2-((2-chloro-4-fluoro-phenyl)amino)-5-methyl-pyrimidin-4-yl)-1H-pyrazol-4-yl)-3-(1-(3-chloro-phenyl)-2-hydroxy-ethyl)urea